5-chloro-4-[1-(2,2-dimethylpropionyl)-4-piperidinyl]-2-(4-pyridinyl)-1H-pyrimidin-6-one ClC1=C(N=C(NC1=O)C1=CC=NC=C1)C1CCN(CC1)C(C(C)(C)C)=O